ClC1=C(C=CC(=C1)OC)CNC(N(C1CCN(CC1)C)CC1=C(C=C(C=C1)F)F)=O 3-[(2-chloro-4-methoxyphenyl)methyl]-1-[(2,4-difluorophenyl)methyl]-1-(1-methylpiperidin-4-yl)urea